C(C)OC=1C=C(C=C(C1C1=NN=NN1)F)C1=CC(=NC=N1)NCCN1C(=CC2=C(C=C(C=C12)F)C)C {6-[3-Ethoxy-5-fluoro-4-(1H-tetrazol-5-yl)-phenyl]-pyrimidin-4-yl}-[2-(6-fluoro-2,4-dimethyl-indol-1-yl)-ethyl]-amine